N2-[7-bromo-2-(4-methoxyphenyl)[1,2,4]triazolo[1,5-c]quinazolin-5-yl]-N-[2-(piperazin-1-yl)ethyl]-D-alaninamide hydrogen chloride Cl.BrC1=CC=CC=2C=3N(C(=NC12)N[C@H](C)C(=O)NCCN1CCNCC1)N=C(N3)C3=CC=C(C=C3)OC